Cl.[N+](=O)([O-])C=1C=C(C=CC1)C(C)(C)N 2-(3-nitrophenyl)propan-2-amine hydrochloride